C1(CC1)NC(C1=C(C=C(C(=C1)B1OC(C(O1)(C)C)(C)C)C)F)=O N-cyclopropyl-2-fluoro-4-methyl-5-(4,4,5,5-tetramethyl-1,3,2-dioxaborolan-2-yl)benzamide